3-(3-methyl-2-oxo-4-((7-(((1R,2S,4R)-1,7,7-trimethylbicyclo[2.2.1]heptane-2-yl)amino)heptyl)amino)-2,3-dihydro-1H-benzo[d]imidazol-1-yl)piperidine-2,6-dione CN1C(N(C2=C1C(=CC=C2)NCCCCCCCN[C@@H]2[C@@]1(CC[C@H](C2)C1(C)C)C)C1C(NC(CC1)=O)=O)=O